C(=O)(O)CC=1OC=C(C1)CCC(C)O 2-carboxymethyl-4-(3'-hydroxybutyl)furan